(3R,4R)-N-{5-chloro-7-isopropylimidazo[4,3-f][1,2,4]triazin-2-yl}-3-fluoro-1-methanesulfonylpiperidin-4-amine ClC=1N=C(N2N=C(N=CC21)N[C@H]2[C@@H](CN(CC2)S(=O)(=O)C)F)C(C)C